6-(3-(5-(1-isobutylpiperidin-4-yl)pyrazin-2-yl)-4-isopropyl-1H-pyrazol-5-yl)-8-methoxy-[1,2,4]triazolo[1,5-a]pyridine C(C(C)C)N1CCC(CC1)C=1N=CC(=NC1)C1=NNC(=C1C(C)C)C=1C=C(C=2N(C1)N=CN2)OC